undecyl 2-hexyl-decanoate C(CCCCC)C(C(=O)OCCCCCCCCCCC)CCCCCCCC